(S)-1-[(S)-1-({4-[(1-Ethyl-1H-imidazol-2-yl)methyl]-1-piperidyl}carbonyl)-3-methylbutyl]-3-isobutyl-2-piperazinone C(C)N1C(=NC=C1)CC1CCN(CC1)C(=O)[C@H](CC(C)C)N1C([C@@H](NCC1)CC(C)C)=O